2-methyl-thiophen CC=1SC=CC1